FC=1C=C(C=CC1F)C=1C=C2C(=NC1)NC(N2CC=2C=NC=CC2C)=O 6-(3,4-difluorophenyl)-1-[(4-methyl-3-pyridyl)methyl]-3H-imidazo[4,5-b]pyridin-2-one